(1R,3R)-1-(5-bromo-2-methoxyphenyl)-2-(3-((tert-butyldiphenylsilyl)oxy)-2,2-difluoropropyl)-3-methyl-2,3,4,9-tetrahydro-1H-pyrido[3,4-b]Indole BrC=1C=CC(=C(C1)[C@H]1N([C@@H](CC2=C1NC1=CC=CC=C21)C)CC(CO[Si](C2=CC=CC=C2)(C2=CC=CC=C2)C(C)(C)C)(F)F)OC